7-bromo-2-methyl-4H-benzo[d][1,3]oxazin-4-one BrC=1C=CC2=C(N=C(OC2=O)C)C1